C(C)(C)(C)OC(=O)N1CCC(CC1)N1CCC(CC1)N1N=C(C=2C1=NC=NC2N)C2=CC=C(C=C2)OC2=CC=C(C=C2)OC 4-(4-amino-3-(4-(4-methoxyphenoxy)phenyl)-1H-pyrazolo[3,4-d]pyrimidin-1-yl)-[1,4'-bipiperidine]-1'-carboxylic acid tert-butyl ester